C(C)OC(=O)C=1N(C=CN1)CC=C 1-allyl-1H-imidazole-2-carboxylic acid ethyl ester